F[C@H]1[C@H]([C@@]2(CN([C@]1(C2)C)C)C)N(C2=CC=C(N=N2)C2=C(C=C(C=C2)N2C=NC=C2)O)C 2-(6-(((1S,4S,5S,6S)-6-fluoro-1,2,4-trimethyl-2-azabicyclo[2.2.1]heptan-5-yl)(methyl)amino)pyridazin-3-yl)-5-(1H-imidazol-1-yl)phenol